N-((R)-4-(7-((R)-8-ethynyl-7-fluoro-1,2,3,4-tetrahydronaphthalen-1-yl)-8-fluoro-2-((1-(morpholinomethyl)cyclopropyl)methoxy)pyrido[4,3-d]pyrimidin-4-yl)-1,4-oxazepan-6-yl)acrylamide C(#C)C=1C(=CC=C2CCC[C@H](C12)C1=C(C=2N=C(N=C(C2C=N1)N1CCOC[C@@H](C1)NC(C=C)=O)OCC1(CC1)CN1CCOCC1)F)F